SCC1(CC1)CC(=O)O 1-(mercaptomethyl)cyclopropaneacetic acid